C(C1=CC=CC=C1)S(=O)(=O)[O-] toluensulfonate